ClC=1C=CC(=NC1)N1C(=CC=C1)C(=O)O (5-Chloropyridin-2-yl)-1H-pyrrole-2-carboxylic acid